4'-bromo-Resveratrol BrC1(CC=C(C=CC2=CC(O)=CC(O)=C2)C=C1)O